2-[(benzyloxy)methyl]tetrahydro-2H-pyran C(C1=CC=CC=C1)OCC1OCCCC1